C(C1=CC=CC=C1)N1C=NC2=CC=C(C=C2C1=O)C=1C=CC2=C(N=C(S2)NC(=O)NC2=CC=C(C=C2)OC)C1 1-(5-(3-benzyl-4-oxo-3,4-dihydro-quinazolin-6-yl)benzo[d]thiazol-2-yl)-3-(4-methoxy-phenyl)urea